N4-(3,4-dichlorophenyl)-5-fluoro-2,4-pyrimidinediamine ClC=1C=C(C=CC1Cl)NC1=NC(=NC=C1F)N